C(C)OC=C[Si](C)C ethoxyvinyl-dimethyl-silicon